(R)-1-((5-fluoro-2-(2-methoxy-7-methylquinoxalin-5-yl)benzo[d]thiazol-6-yl)oxy)propan-2-yl (2-methylpyrimidin-5-yl)carbamate CC1=NC=C(C=N1)NC(O[C@@H](COC1=CC2=C(N=C(S2)C2=C3N=CC(=NC3=CC(=C2)C)OC)C=C1F)C)=O